BrC=1C=C2C(NC(=NC2=CC1OC)CCl)=O 6-bromo-2-(chloromethyl)-7-methoxy-3,4-dihydroquinazolin-4-one